7,9-difluoro-2-(1H-indazol-3-yl)-3,5-dihydro-4H-chromeno[2,3-d]pyrimidine-4-thione FC=1C=C2CC3=C(N=C(NC3=S)C3=NNC4=CC=CC=C34)OC2=C(C1)F